tert-butyl 8-[2-(3-[4-[(benzyloxy) carbonyl] piperazin-1-yl] propyl) pyridin-4-yl]-3,8-diazabicyclo[3.2.1]octane-3-carboxylate C(C1=CC=CC=C1)OC(=O)N1CCN(CC1)CCCC1=NC=CC(=C1)N1C2CN(CC1CC2)C(=O)OC(C)(C)C